7-(6-(bis(4-methoxybenzyl)amino)-4-methyl-3-(trifluoromethyl)pyridin-2-yl)-5,8-difluoro-2,4-dioxo-1,2,3,4-tetrahydroquinazoline-6-carbaldehyde COC1=CC=C(CN(C2=CC(=C(C(=N2)C2=C(C(=C3C(NC(NC3=C2F)=O)=O)F)C=O)C(F)(F)F)C)CC2=CC=C(C=C2)OC)C=C1